C(C)(=O)N[C@H]1C[C@H](CCC1)C(=O)NC1=NC=C(C(=C1)C1=CC2=C(N(N=C2C(=C1)F)C)C(C)(C)O)Cl (1S,3R)-3-acetylamino-N-(5-chloro-4-(7-fluoro-3-(2-hydroxypropan-2-yl)-2-methyl-2H-indazol-5-yl)pyridin-2-yl)cyclohexane-1-carboxamide